2-(8-methyl-4-oxoquinazolin-3(4H)-yl)-N'-(2-fluorophenyl)acethydrazide CC=1C=CC=C2C(N(C=NC12)CC(=O)NNC1=C(C=CC=C1)F)=O